O.[Zn+2].NCC(=O)[O-].NCC(=O)[O-] glycine zinc salt monohydrate